5-bromo-7-ethoxyisobenzofuran-1(3H)-one BrC=1C=C2COC(C2=C(C1)OCC)=O